4-(2-(pyridin-3-yl)thiazol-5-yl)phenyl 4-chlorobenzenesulfonate ClC1=CC=C(C=C1)S(=O)(=O)OC1=CC=C(C=C1)C1=CN=C(S1)C=1C=NC=CC1